COC1=C(C=CC(=C1)OC)CNC1=NC2=CC(=CC=C2C=C1C(F)(F)F)C=O 2-{[(2,4-dimethoxy-phenyl)methyl]amino}-3-(trifluoromethyl)quinoline-7-carbaldehyde